bismethylethylphosphine CP(CC)C